CSC=1SC2=C(N1)C=CC(=C2)OCCC(=O)O 3-((2-(methylthio)benzo[d]thiazol-6-yl)oxy)propanoic acid